2-(4-chloro-3-fluorophenoxy)-N-[3-oxo-4-(2-{[6-oxo-1-(2,2,2-trifluoroethyl)-1,6-dihydropyridazin-4-yl]oxy}acetamido)bicyclo[2.2.2]octan-1-yl]acetamide ClC1=C(C=C(OCC(=O)NC23CC(C(CC2)(CC3)NC(COC=3C=NN(C(C3)=O)CC(F)(F)F)=O)=O)C=C1)F